FC1(CCN(CC1)C1=NC=CC(=N1)C=1C=NN(C1)C1=C(C=C(C=C1)C(CO)S(=O)(=O)N)N1CCC2(CC2)CC1)F (4-(4-(2-(4,4-difluoropiperidin-1-yl)pyrimidin-4-yl)-1H-pyrazol-1-yl)-3-(6-azaspiro[2.5]oct-6-yl)phenyl)-2-hydroxyethane-1-sulfonamide